FC1=CC(=C(C=C1)C=1C(=NC=NC1)O)OC(C)C 5-(4-fluoro-2-isopropoxy-phenyl)-4-hydroxy-pyrimidin